OCC1=CC=C(O1)C1=NC=2C(=C3C(=NC2)NC=C3)N1C1=CNC=C1 3-(2-(5-(Hydroxymethyl)furan-2-yl)imidazo[4,5-d]pyrrolo[2,3-b]pyridin-1(6H)-yl)pyrrole